ClC1=C(C=CC=C1COC1=NC(=C(C(=N1)OC)CN1[C@@H](CCC1)C(=O)O)OCC=1C=NC=CC1)C1=C(C(=CC=C1)OCCCN1CCOCC1)C ((2-((2-chloro-2'-methyl-3'-(3-morpholinopropoxy)-[1,1'-biphenyl]-3-yl)methoxy)-4-methoxy-6-(pyridin-3-ylmethoxy)pyrimidin-5-yl)methyl)-L-proline